FCS(=O)(=O)N[C@@H]1[C@@H](N(CC1)C(C(C)(C)O)=O)CC=1C=C(C=CC1)C1=CC(=CC=C1)F 1-fluoro-N-((2S,3S)-2-((3'-fluorobiphenyl-3-yl)methyl)-1-(2-hydroxy-2-methylpropanoyl)pyrrolidin-3-yl)methanesulfonamide